[Si](C)(C)(C(C)(C)C)OCCCC#C 5-(tert-butyldimethylsilyloxy)-1-pentyne